COC(=O)[C@H]1N(CC(C1)(F)F)C(=O)OC(C)(C)C (2S)-(1-Boc-4,4-difluoro-2-pyrrolidinyl)carboxylic acid methyl ester